C#CC#C Butadiyne